N-(2,4-Dimethoxybenzyl)-2,6-difluoro-4-(3-(methylamino)-3-(3-(trifluoromethyl)-phenethyl)piperidin-1-yl)-N-(pyrimidin-4-yl)benzenesulfonamide COC1=C(CN(S(=O)(=O)C2=C(C=C(C=C2F)N2CC(CCC2)(CCC2=CC(=CC=C2)C(F)(F)F)NC)F)C2=NC=NC=C2)C=CC(=C1)OC